2-{3-[(3S)-3-cyclopropylpiperazin-1-yl]-1,2,4-triazin-6-yl}-5-(7-fluoro-2-methyl-2H-indazol-5-yl)pyridin-3-ol hydrochloride Cl.C1(CC1)[C@H]1CN(CCN1)C=1N=NC(=CN1)C1=NC=C(C=C1O)C1=CC2=CN(N=C2C(=C1)F)C